CC1C23N(S(O1)=O)C(CN(C2)C(=O)OCC2=CC=CC=C2)CC3 benzyl 2-methyl-4-oxo-3-oxa-4λ4-thia-5,8-diazatricyclo[4.3.2.01,5]undecane-8-carboxylate